ClC1=C(C(=CC(=C1)F)F)NC=1N(C2=NC(=NC=C2N1)N[C@H]1[C@@H](CCC1)O)C1CCC(CC1)C(=O)N (1S,4s)-4-(8-(2-chloro-4,6-difluorophenylamino)-2-((1R,2R)-2-hydroxycyclopentylamino)-9H-purin-9-yl)cyclohexanecarboxamide